FC1=C(C(=CC=C1)C(F)(F)F)S(=O)(=O)NC1=C(C(=CC=C1)C=1N=C(SC1C1=NC(=NC=C1)NC1CCC(CC1)S(=O)(=O)C)C1(CC1)C(F)(F)F)F 2-fluoro-N-(2-fluoro-3-(5-(2-(((1r,4r)-4-(methylsulfonyl)-cyclohexyl)amino)pyrimidin-4-yl)-2-(1-(trifluoromethyl)-cyclopropyl)thiazol-4-yl)phenyl)-6-(trifluoromethyl)benzenesulfonamide